4-((2,4-diaminopyrimidin-5-yl)oxy)-5-isopropylpyridine-2-sulfonamide NC1=NC=C(C(=N1)N)OC1=CC(=NC=C1C(C)C)S(=O)(=O)N